C(C)(C)C1=C(NC2=CC=C(C=C12)C(=O)O)C=1C=C(C=2N(C1)N=CN2)OC 3-isopropyl-2-(8-methoxy-[1,2,4]triazolo[1,5-a]pyridin-6-yl)-1H-indole-5-carboxylic acid